FC([C@@H](CCCCC1=NC=2NCCCC2C=C1)N([C@H]1CN(CC1)C(=O)OC(C)(C)C)C)F tert-butyl (R)-3-(((R)-1,1-difluoro-6-(5,6,7,8-tetrahydro-1,8-naphthyridin-2-yl)hexan-2-yl)(methyl)amino)pyrrolidine-1-carboxylate